tert-butyl (3RS)-3-({4-[(trimethylsilyl)ethynyl]pyridin-3-yl}oxy)pyrrolidine-1-carboxylate C[Si](C)(C)C#CC1=C(C=NC=C1)O[C@H]1CN(CC1)C(=O)OC(C)(C)C |r|